N-(2-hexylpiperidinyl)-(2-ethyl)hexanamide C(CCCCC)C1N(CCCC1)NC(C(CCCC)CC)=O